C1(=CC=CC=C1)C1CCC2(CN(C(N2)=O)CCC2=CC=CC=C2)CC1 8-phenyl-3-(2-phenyl-ethyl)-1,3-diazaspiro[4.5]Decan-2-one